C(C1=CC=CC=C1)OCC(C(C(=O)OCC)F)NC(=O)OC(C)(C)C ethyl 4-(benzyloxy)-3-((tert-butoxycarbonyl) amino)-2-fluorobutyrate